8-hydroxy-2-methyl-7-(methylthio)-5-phenyl-4,5-dihydro-2H-spiro[benzo[f][1,2,5]thiadiazepine-3,2'-bicyclo[2.2.1]heptane] 1,1-dioxide OC1=CC2=C(N(CC3(C4CCC(C3)C4)N(S2(=O)=O)C)C2=CC=CC=C2)C=C1SC